(e)-4-(2-carboxyvinyl)phenyl-boronic acid C(=O)(O)/C=C/C1=CC=C(C=C1)B(O)O